(3S,4S)-1-methylpyrrolidine-3,4-diyl bis(2-(3,5-dichlorophenyl)benzo[d]oxazole-6-carboxylate) ClC=1C=C(C=C(C1)Cl)C=1OC2=C(N1)C=CC(=C2)C(=O)O[C@H]2CN(C[C@@H]2OC(=O)C2=CC1=C(N=C(O1)C1=CC(=CC(=C1)Cl)Cl)C=C2)C